C(C)(C)(C)C1=C(C(C=N)=CC(=C1)C(C)(C)C)O 3,5-Di-tert-butylsalicylaldehyde imide